2-{3-Azabicyclo[4.1.0]heptan-3-yl}-4-methylpyrimidin C12CN(CCC2C1)C1=NC=CC(=N1)C